ClC=1C=C2C(=NC=NC2=C(C1)C(F)(F)F)NC(C)C1=NC=CN=C1C1=NC=CC=N1 6-chloro-N-[1-(3-pyrimidin-2-ylpyrazin-2-yl)ethyl]-8-(trifluoromethyl)quinazolin-4-amine